C(C(C(=C)C(=O)O)C(=O)O)C(=O)O 3-Butene-1,2,3-tricarboxylic acid